tert-butyl(5-((6S,7S,10R,13S)-7-hydroxy-6-(hydroxymethyl)-10,13-dimethyl-17-oxododecahydro-1H-cyclopenta[a]phenanthren-3(2H,4H,10H)-ylidene)pentyl)(methyl)carbamate C(C)(C)(C)OC(N(C)CCCCC=C1CC[C@@]2(C3CC[C@@]4(C(CCC4C3[C@@H]([C@@H](C2C1)CO)O)=O)C)C)=O